(3aR,5R,6R,6aR)-5-(((tert-butyldiphenylsilyl)oxy)methyl)-2,2-dimethyl-6-(prop-1-yn-1-yl)tetrahydrofuro[2,3-d][1,3]dioxol-6-ol [Si](C1=CC=CC=C1)(C1=CC=CC=C1)(C(C)(C)C)OC[C@@H]1[C@]([C@@H]2[C@@H](OC(O2)(C)C)O1)(O)C#CC